1,3-bis(4-dodecyloxy)phenyl-1,3-propanedione CCCC(CCCCCCCC)OC1(CC(=CC=C1)OC(CCC)CCCCCCCC)C(CC=O)=O